Bis(2-tert-butylphenyl)phenyl phosphate P(=O)(OC1=C(C(=CC=C1)C1=C(C=CC=C1)C(C)(C)C)C1=C(C=CC=C1)C(C)(C)C)([O-])[O-]